N1=CC(=CC=C1)C[C@@H](N)C(=O)O 3-(3-pyridinyl)-D-alanine